2-((1r,2s,6r)-2-amino-6-fluorocyclohexyl)-3-bromo-5-chloro-N-(thiophen-2-ylmethyl)thieno[3,2-b]pyridin-7-amine N[C@@H]1[C@H]([C@@H](CCC1)F)C1=C(C2=NC(=CC(=C2S1)NCC=1SC=CC1)Cl)Br